2-amino-4-(butylamino)-7-phenyl-6-(4-(pyrrolidin-1-ylmethyl)benzyl)pyrido[4,3-d]pyrimidin-5(6H)-one NC=1N=C(C2=C(N1)C=C(N(C2=O)CC2=CC=C(C=C2)CN2CCCC2)C2=CC=CC=C2)NCCCC